ClC=1C=CC(=NC1)C(CC#N)C 3-(5-Chloropyridin-2-yl)butyronitrile